C(#N)C=1C=C(C=CC1)C=1N=C(SC1C1=CC(=NC(=C1)C)C)NC(=O)N1CC(C1)N1CCCC1 N-[4-(3-cyanophenyl)-5-(2,6-dimethyl-4-pyridinyl)thiazol-2-yl]-3-pyrrolidin-1-yl-azetidine-1-carboxamide